3-((1-methyl-1H-indazole-3-carboxamido)methyl)-4,5-dihydroisoxazole CN1N=C(C2=CC=CC=C12)C(=O)NCC1=NOCC1